4-((2-(1H-pyrazol-4-yl)ethyl)amino)-5-chloro-6-methylpyrimidine-2-carboxylic acid N1N=CC(=C1)CCNC1=NC(=NC(=C1Cl)C)C(=O)O